CC1(OC2=CC=CC=C2CC1)C 2,2-dimethyl-chromane